3,4-dinitrophenol [N+](=O)([O-])C=1C=C(C=CC1[N+](=O)[O-])O